tert-butyl N-methyl-N-[[(3R)-1-(2-chloro-5-iodo-4-pyridyl)-3-piperidyl]methyl]carbamate CN(C(OC(C)(C)C)=O)C[C@H]1CN(CCC1)C1=CC(=NC=C1I)Cl